1-(3,5-dichlorophenyl)-3-[5-fluoro-2-(2-hydroxyethyl)phenyl]urea ClC=1C=C(C=C(C1)Cl)NC(=O)NC1=C(C=CC(=C1)F)CCO